FC1=CC=C(C=C1)[C@H](C(C)C)NC(CN1N=CC=2N(C1=O)C(=CC2)C)=O (S)-N-(1-(4-fluorophenyl)-2-methylpropyl)-2-(6-methyl-4-oxopyrrolo[1,2-d][1,2,4]triazin-3(4H)yl)acetamide